[O-]S(=O)(=O)C(F)(F)F.C[N+]1=CC=C(C=C1)CC 1-Methyl-4-ethylpyridinium triflat